tert-butyl (2-azidoethyl)carbamate N(=[N+]=[N-])CCNC(OC(C)(C)C)=O